OC(CNC1=CC=C(C=C1)N)CO N-(beta,gamma-dihydroxypropyl)-p-phenylenediamine